5-bromo-2-chloro-pyridin-3-amine BrC=1C=C(C(=NC1)Cl)N